C(C)OC(=C)C=1C(=NN(C1)C)C(=O)N(C)C (1-ethoxyvinyl)-N,N,1-trimethyl-1H-pyrazole-3-carboxamide